lithium hydride [H-].[Li+]